CC1=NC(=NO1)C1=CC=C2C=CN=C(C2=C1)NCCN1C(C2=CC(=CC=C2CC1)C(=O)OCC)=O ethyl 2-(2-((7-(5-methyl-1,2,4-oxadiazol-3-yl)isoquinolin-1-yl)amino)ethyl)-1-oxo-1,2,3,4-tetrahydroisoquinoline-7-carboxylate